N-Methacryloylimidazol C(C(=C)C)(=O)N1C=NC=C1